2-((1-(7,8-Dichloro-4-(1H-Imidazol-1-Yl)Quinolin-2-Yl)Pyrrolidin-2-Yl)Methoxy)Acetamide ClC1=CC=C2C(=CC(=NC2=C1Cl)N1C(CCC1)COCC(=O)N)N1C=NC=C1